((2S,5R)-2,5-dimethyl-4-(1-(quinoxalin-6-yl)ethyl)piperazin-1-yl)-3,4-dimethyl-2-(tetrahydro-2H-pyran-2-yl)-2,4-dihydro-5H-pyrazolo[4,3-b]pyridin-5-one C[C@@H]1N(C[C@H](N(C1)C(C)C=1C=C2N=CC=NC2=CC1)C)C1=CC=2C(N(C1=O)C)=C(N(N2)C2OCCCC2)C